FC1=C(C=CC=C1)NCC(=O)C1=CC=C(C=C1)C1=NOC(=N1)C(F)(F)F 2-((2-fluorophenyl)amino)-1-(4-(5-(trifluoromethyl)-1,2,4-oxadiazol-3-yl)phenyl)ethan-1-one